C(C)(=O)N1CC[C@@H]2N(C([C@H](C1)NC(=O)C1=CC3=C(S1)C=CC(=C3)C(F)(F)P(O)(O)=O)=O)[C@@H](CC2)C(=O)N2CC3(CCCC3)CCCC2 ((2-(((5S,8s,10aR)-3-acetyl-6-oxo-8-(7-azaspiro[4.6]undecane-7-carbonyl)decahydropyrrolo[1,2-a][1,5]diazocin-5-yl)carbamoyl)benzo[b]thiophen-5-yl)difluoromethyl)phosphonic acid